CC1=NC(=NC=C1)C1=CC=C(OC2=C3CC[C@H](C3=CC=C2[N+](=O)[O-])OP(=O)(N2CC2)N2CC2)C=C1 di(aziridin-1-yl)phosphinic acid (R)-4-(4-(4-methylpyrimidin-2-yl) phenoxy)-5-nitro-2,3-dihydro-1H-inden-1-yl ester